FC(OC1=CC(=C(C#N)C=C1)NC=1C(=NC=CC1)C)F 4-(difluoromethoxy)-2-[(2-methylpyridin-3-yl)amino]benzonitrile